2-chloro-6,7-dimethyl-4-pyrrol-1-yl-pyrido[2,3-d]pyrimidine ClC=1N=C(C2=C(N1)N=C(C(=C2)C)C)N2C=CC=C2